(Z)-4-(1-(4-amino-2-fluorobut-2-en-1-yl)-6-(trifluoromethyl)-1H-benzo[d]imidazol-4-yl)-N,N-dimethylbenzenesulfonamide NC\C=C(\CN1C=NC2=C1C=C(C=C2C2=CC=C(C=C2)S(=O)(=O)N(C)C)C(F)(F)F)/F